IC1C(N(C=2N(CC1)N=C(C2)CC2COCC2)C)=O 6-iodo-4-methyl-2-(tetrahydrofuran-3-ylmethyl)-7,8-dihydro-6H-pyrazolo[1,5-a][1,3]diazepin-5-one